[4-(trifluoromethyl)phenyl]aniline FC(C1=CC=C(C=C1)NC1=CC=CC=C1)(F)F